N-(5-(hydroxyamino)-5-oxopentyl)-4-(naphthalen-2-yl)tetrahydro-2H-pyran-4-carboxamide ONC(CCCCNC(=O)C1(CCOCC1)C1=CC2=CC=CC=C2C=C1)=O